FC(C=1C=C(C=CC1)C1=CC=C(C=C1)CN1C=CC2=CC(=CC=C12)NC(C=C)=O)(F)F N-(1-((3'-(trifluoromethyl)-[1,1'-biphenyl]-4-yl)methyl)-1H-indol-5-yl)acrylamide